para-carbazole C1=CC=C2C(=C1)C3=CC=CC=C3N2